C(C1=CC=CC=C1)OC=1C=C(C=CC1)[C@](C)(C1CC1)B1OC(C(O1)(C)C)(C)C 2-[(1R)-1-[3-(benzyloxy)phenyl]-1-cyclopropylethyl]-4,4,5,5-tetramethyl-1,3,2-dioxaborole